N-(3-(1-(1-(4-(5-(difluoromethyl)-1,3,4-oxadiazol-2-yl)phenyl)ethyl)-1H-1,2,3-triazol-4-yl)phenyl)morpholine-4-carboxamide FC(C1=NN=C(O1)C1=CC=C(C=C1)C(C)N1N=NC(=C1)C=1C=C(C=CC1)NC(=O)N1CCOCC1)F